ClC=1C=C(C=C(C1)N(C)C1=CC=C(C=C1)Cl)NC(=O)C1=CC2=C(S1)C=CC(=C2)C(C)(C)S(=O)(=O)C N-(3-Chloro-5-((4-chlorophenyl)(methyl)amino)phenyl)-5-(2-(methylsulfonyl)propan-2-yl)benzo[b]thiophen-2-carboxamid